[Si](C1=CC=CC=C1)(C1=CC=CC=C1)(C(C)(C)C)OCC1CCN(CC1)C(=O)OC(C)(C)C tert-butyl 4-(((tert-butyldiphenylsilyl)oxy)methyl)piperidine-1-carboxylate